ClC1=CC=C(C=C1)C1=CC=C(C=C1)C1=CC(=CC=C1)N1C2=CC=CC=C2C=2C=CC=CC12 9-(4''-chloro-[1,1':4',1''-terphenyl]-3-yl)-9H-carbazole